C(C)(C)(C)OC(=O)N1CCOCC(C1)N1C(CCCC1)=O 6-(2-Oxopiperidin-1-yl)-1,4-oxazepan-4-carboxylic acid tert-butyl ester